C(C)(C)(C)OC(=O)N1[C@@H](C[C@H](C1)C(F)(F)F)C(=O)O (2S,4R)-1-(t-butoxycarbonyl)-4-(trifluoromethyl)pyrrolidine-2-carboxylic acid